ClC=1C=NN(C1C[C@@H]1N(C(C2=CC=CC=C12)=O)CC1CC2(C1)OC(N(C2)C)=O)C (2s,4R)-2-(((S)-1-((4-chloro-1-methyl-1H-pyrazol-5-yl)methyl)-3-oxoisoindolin-2-yl)methyl)-7-methyl-5-oxa-7-azaspiro[3.4]octan-6-one